C(=O)C=1C=C(C=NC1)NC(OC(C)(C)C)=O tert-butyl N-(5-formyl-3-pyridyl)carbamate